COC(=O)[C@H]1C[C@@H](CCC1)NC=1C(=C2CC[C@@H](N(C2=CC1)C(=O)OC)C)[N+](=O)[O-] methyl (2s)-6-[[(1R,3R)-3-(methoxycarbonyl)cyclohexyl]amino]-2-methyl-5-nitro-1,2,3,4-tetrahydroquinoline-1-carboxylate